N-cyclopropyl-5-[[2-(cyclopropylsulfamoylamino)-3-fluoropyridin-4-yl]methyl]-2-(2-fluoro-4-iodoanilino)-1-methyl-6-oxopyridine-3-carboxamide C1(CC1)NC(=O)C1=C(N(C(C(=C1)CC1=C(C(=NC=C1)NS(NC1CC1)(=O)=O)F)=O)C)NC1=C(C=C(C=C1)I)F